ClC1=CC=C(CN2C3(CCN(C3)C(=O)C3COC3)C(N(CC2=O)C2=C(C=C(C#N)C=C2)F)=O)C=C1 4-(6-(4-chlorobenzyl)-2-(oxetane-3-carbonyl)-7,10-dioxo-2,6,9-triazaspiro[4.5]decan-9-yl)-3-fluorobenzonitrile